N1=C(C=CC2=CC=CC=C12)N1[C@@H](CCC1)C(=O)O 1-(quinolin-2-yl)-L-proline